C(C1=CC(=C(C=C1)C=1C(=O)NC(C1)=O)C)C1=CC(=C(C=C1)C=1C(=O)NC(C1)=O)C N'-[methylenebis(2-methyl-4,1-phenylene)]bismaleimide